C(C)(C)OC(C(CCC(C=[N+]=[N-])=O)NC(COCC)=O)=O.N1C(=NC2=C1C=CC=C2)C(N2C(C1=CC=CC=C1C2)=O)C2=C(C=CC(=C2)Cl)O 2-((1H-benzo[d]imidazol-2-yl)(5-chloro-2-hydroxyphenyl)methyl)isoindolin-1-one isopropyl-6-diazo-2-(2-ethoxyacetamido)-5-oxohexanoate